2-{6-methyl-2,6-diazaspiro[3.3]heptan-2-yl}acetamide Ethyl-1-((2-(trimethylsilyl)ethoxy)methyl)-1H-benzo[d][1,2,3]triazole-5-carboxylate C(C)OC(=O)C1=CC2=C(N(N=N2)COCC[Si](C)(C)C)C=C1.CN1CC2(CN(C2)CC(=O)N)C1